ClC1=CC=C(C=C1)NC(C(C)C1CCC(CC1)C1=C(C=NC=C1)C)=O N-(4-chlorophenyl)-2-(4-(3-methylpyridin-4-yl)cyclohexyl)propanamide